N-[(4-{6-chloroimidazo[1,2-a]pyridine-3-sulfonyl}phenyl)methyl]imidazo[1,2-a]pyridine-6-carboxamide ClC=1C=CC=2N(C1)C(=CN2)S(=O)(=O)C2=CC=C(C=C2)CNC(=O)C=2C=CC=1N(C2)C=CN1